C(C)C=1C=C(C=CC1C1=CC=C2C(=NNC2=C1F)C=1NC=C(N1)C=1CCNCC1)O 3-ethyl-4-(7-fluoro-3-(4-(1,2,3,6-tetrahydropyridin-4-yl)-1H-imidazol-2-yl)-1H-indazol-6-yl)phenol